NC1=NC=CC=C1C1=NC=2C(=NC(=CC2)C2=CC=CC=C2)N1C1=CC=C(C=C1)NC(=O)C1CC(CCC1)C(=O)O 3-[[4-[2-(2-amino-3-pyridyl)-5-phenyl-imidazo[4,5-b]pyridin-3-yl]phenyl]carbamoyl]cyclohexanecarboxylic acid